13,15-dichloro-10-(2,6-difluoro-4-{[2-(methylamino)ethyl]amino}phenyl)-8-ethyl-4-fluoro-6,8,10-triazatricyclo[9.4.0.02,7]pentadeca-1(11),2(7),3,5,12,14-hexaen-9-one ClC1=CC=2N(C(N(C=3N=CC(=CC3C2C(=C1)Cl)F)CC)=O)C1=C(C=C(C=C1F)NCCNC)F